benzo[h]quinolin-2-yl-4-phenyl-6-[6-(triphenylen-2-yl)naphthalen-2-yl]-1,3,5-triazine N1=C(C=CC2=CC=C3C(=C12)C=CC=C3)C3=NC(=NC(=N3)C3=CC=CC=C3)C3=CC1=CC=C(C=C1C=C3)C3=CC=1C2=CC=CC=C2C2=CC=CC=C2C1C=C3